C[C@@H]1O[C@@H](CN([C@@H]1CNC1=NC=C(C=C1)C(F)(F)F)C(=O)C1=NC=CC=C1C1=NC=CC=N1)C ((2S,3R,6R)-2,6-Dimethyl-3-(((5-(trifluoromethyl)pyridin-2-yl)amino)methyl)morpholino)(3-(pyrimidin-2-yl)pyridin-2-yl)methanone